CN(C(OC(C)(C)C)=O)[C@H](C=O)C tert-butyl (S)-methyl(1-oxopropan-2-yl)carbamate